6-(4-chlorophenyl)-3-(((3,4-dihydroquinazolin-2-yl)thio)methyl)-5,6-dihydroimidazo[2,1-b]Thiazole dihydrochloride Cl.Cl.ClC1=CC=C(C=C1)C1N=C2SC=C(N2C1)CSC1=NC2=CC=CC=C2CN1